benzyl 4-[[6-[3-[2-[[(1S)-1-methoxycarbonyl-4,4-dimethyl-pentyl]amino]-2-oxo-ethoxy]phenoxy]-3-pyridyl]oxy]piperidine-1-carboxylate COC(=O)[C@H](CCC(C)(C)C)NC(COC=1C=C(OC2=CC=C(C=N2)OC2CCN(CC2)C(=O)OCC2=CC=CC=C2)C=CC1)=O